FC=1C=C(C2=C(C(=C(O2)[C@H](C(F)(F)F)NC(NC=2C=NC(=NC2)C2CC(C2)O)=O)C)C1)F 3-[(1R)-1-(5,7-difluoro-3-methyl-1-benzofuran-2-yl)-2,2,2-trifluoroethyl]-1-{2-[(1S,3S)-3-hydroxycyclobutyl]pyrimidin-5-yl}urea